C(CCCCCCC#CCCCC)(=O)O 8-Tridecynoic Acid